methyl (2R,3S,5S)-5-(difluoromethyl)-3-(ethylsulfonamido)-2-(((6-(5-fluoropyrimidin-2-yl)bicyclo[4.1.0]heptan-3-yl)oxy) methyl)pyrrolidine-1-carboxylate FC([C@@H]1C[C@@H]([C@@H](N1C(=O)OC)COC1CC2CC2(CC1)C1=NC=C(C=N1)F)NS(=O)(=O)CC)F